((3-bromophenyl)(cyclobutyl)methyl)-4-methyl-4H-1,2,4-triazole BrC=1C=C(C=CC1)C(C1CCC1)C1=NN=CN1C